ClC1=CC=C(C=C1)NC(NCCC1=CC=NC=C1)=O 3-(4-Chlorophenyl)1-[2-(pyridin-4-yl)ethyl]urea